5-[4-[3-[2,6-Dichloro-4-[(2R)-2,4-dimethylpiperazin-1-yl]benzoyl]-2,4-dihydro-1,3-benzoxazin-8-yl]-5-fluoro-2-(3-oxa-8-azabicyclo[3.2.1]oct-8-yl)phenyl]-3H-1,3,4-oxadiazol-2-one ClC1=C(C(=O)N2COC3=C(C2)C=CC=C3C3=CC(=C(C=C3F)C3=NNC(O3)=O)N3C2COCC3CC2)C(=CC(=C1)N1[C@@H](CN(CC1)C)C)Cl